[Mo].[Nb].[Ta] tantalum niobium molybdenum